2-(2-methyl-4-(piperidin-4-yl)benzo[d][1,3]dioxol-2-yl)pyridine CC1(OC2=C(O1)C=CC=C2C2CCNCC2)C2=NC=CC=C2